3-fluoro-bicyclo[1.1.1]pentane-1-carboxamide FC12CC(C1)(C2)C(=O)N